2-(5-bromo-1H-1,2,4-triazol-3-yl)-6,7-dichloro-3-(1H-pyrazol-4-yl)-1H-indole BrC1=NC(=NN1)C=1NC2=C(C(=CC=C2C1C=1C=NNC1)Cl)Cl